8-(6-amino-5-((2-amino-3-chloropyridin-4-yl)thio)pyrazin-2-yl)-3-methyl-2-oxa-8-azaspiro[4.5]decan-4-amine NC1=C(N=CC(=N1)N1CCC2(C(C(OC2)C)N)CC1)SC1=C(C(=NC=C1)N)Cl